C(C)OC([C@H](CCCNC(=N)N)NCCOCCOC)=O.ONC(=O)C=1C=NC(=NC1)N1CC2C(C2C1)NCC1=NC2=CC=C(C=C2C=C1)F N-Hydroxy-2-{6-[(6-fluoro-quinolin-2-ylmethyl)-amino]-3-aza-bicyclo[3.1.0]hex-3-yl}pyrimidine-5-carboxamide (S)-ethyl-5-guanidino-2-((2-(2-methoxyethoxy)ethyl)amino)pentanoate